(R)-6-chloro-3-((1-(2-cyano-3-(1H-imidazol-4-yl)-7-methylquinoxalin-5-yl)ethyl)amino)picolinic acid ClC1=CC=C(C(=N1)C(=O)O)N[C@H](C)C1=C2N=C(C(=NC2=CC(=C1)C)C#N)C=1N=CNC1